benzyl 4-[[1-(2,6-dimethyl-4-tetrahydropyran-2-yloxy-phenyl)azetidin-3-yl]methyl]piperidine-1-carboxylate CC1=C(C(=CC(=C1)OC1OCCCC1)C)N1CC(C1)CC1CCN(CC1)C(=O)OCC1=CC=CC=C1